N[C@@H](C(C)C)CO (+)-Valinol